tert-butyl (1R,5S,7s)-7-((4-(2-((5-(methoxycarbonyl)pyrazin-2-yl)amino)pyrazolo[1,5-a]pyridin-5-yl)-6-methylpyridin-3-yl)oxy)-3-oxa-9-azabicyclo[3.3.1]nonane-9-carboxylate COC(=O)C=1N=CC(=NC1)NC1=NN2C(C=C(C=C2)C2=C(C=NC(=C2)C)OC2C[C@H]3COC[C@@H](C2)N3C(=O)OC(C)(C)C)=C1